5-heptenyldimethylmethoxysilane C(CCCC=CC)[Si](OC)(C)C